C(CCC\C=C\CCCC)O (E)-dec-5-en-1-ol